(1S,2S)-N-(8-Amino-6-(5-amino-4-methylpyridin-3-yl)cinnolin-3-yl)-2-cyanocyclopropane-1-carboxamide NC=1C=C(C=C2C=C(N=NC12)NC(=O)[C@@H]1[C@H](C1)C#N)C=1C=NC=C(C1C)N